O1CC(C1)N1N=CC=2C1=NC(=NC2)N2CC1(CC2)CN(CC1)C=1C=NC(=NC1)C(F)(F)F 2-[1-(oxetan-3-yl)-1H-pyrazolo[3,4-d]pyrimidin-6-yl]-7-[2-(trifluoromethyl)pyrimidin-5-yl]-2,7-diazaspiro[4.4]nonane